2,3,4,6-tetrakis(3-methyl-9H-carbazol-9-yl)-5-(6-phenylpyridin-2-yl)benzonitrile CC=1C=CC=2N(C3=CC=CC=C3C2C1)C1=C(C#N)C(=C(C(=C1N1C2=CC=CC=C2C=2C=C(C=CC12)C)N1C2=CC=CC=C2C=2C=C(C=CC12)C)C1=NC(=CC=C1)C1=CC=CC=C1)N1C2=CC=CC=C2C=2C=C(C=CC12)C